ClC1=C(C=C(C=C1)C1=NN=C(O1)[C@@H]1CC[C@H](CC1)NC(OC(C)(C)C)=O)F trans-tert-butyl (4-(5-(4-chloro-3-fluorophenyl)-1,3,4-oxadiazol-2-yl)cyclohexyl)carbamate